COC1=CC=C(C2=C1NC(=N2)NC(=O)C2(CC2)C#N)C2CCOCC2 1-Cyano-cyclopropanecarboxylic acid [7-methoxy-4-(tetrahydropyran-4-yl)-1H-benzoimidazol-2-yl]-amide